N-(5-bromo-2-chloropyridin-3-yl)-2,4-Difluorobenzenesulfonamide C1=CC(=C(C=C1F)F)S(=O)(=O)NC2=C(N=CC(=C2)Br)Cl